C(C)(C)OC1=NC=NC(=C1C(=O)O)NC12CC(C1)(C2)N2CCOCC2 4-Isopropoxy-6-((3-morpholinobicyclo[1.1.1]pentan-1-yl)amino)pyrimidine-5-carboxylic acid